FC1=C(C(=CC=C1N1C=CC=C1)F)[Ti] 2,6-difluoro-3-(1-pyrrolyl)phenyltitanium